CN(CCCC(=O)OCCN(CCCCCCCC(=O)OC(CCCCCCCC)CCCCCCCC)CCCCCCCC(=O)OCCCCCCCCF)C 1-octylnonyl 8-({2-[4-(dimethylamino)butyroxy]ethyl}[7-(8-fluorooctyloxycarbonyl)heptyl]amino)octanoate